C(C)(=O)[C@@](C=O)(O)[C@@](O)([C@](O)([C@H](O)C(O)C(C)=O)C(C)=O)C(C)=O 2,3,4,6-Tetraacetyl-d-glucose